COC(=O)[C@@H]1N(CCC1)CC1=C(C(=C(C=C1)NC(=O)OC(C)(C)C)N)F (2R)-1-{[3-amino-4-(tert-Butoxycarbonylamino)-2-fluorophenyl]methyl}-pyrrolidine-2-carboxylic acid methyl ester